N-propylbicyclo[2.2.1]Hept-5-ene-2,3-dicarboximide C(CC)N1C(=O)C2C3C=CC(C2C1=O)C3